(2R,5S)-N-(4-cyano-2-(trifluoromethyl)phenyl)-3-(4-cyano-3-(trifluoromethyl)phenyl)-2-(trifluoromethyl)oxazolidine-5-carboxamide C(#N)C1=CC(=C(C=C1)NC(=O)[C@@H]1CN([C@H](O1)C(F)(F)F)C1=CC(=C(C=C1)C#N)C(F)(F)F)C(F)(F)F